N1-(5-(3-(2-methoxyethyl)-2-methyl-3H-imidazo[4,5-b]pyridin-5-yl)pyrrolo[2,1-f][1,2,4]triazin-2-yl)-N3,N3-dimethylcyclobutane-1,3-diamine COCCN1C(=NC=2C1=NC(=CC2)C=2C=CN1N=C(N=CC12)NC1CC(C1)N(C)C)C